CN(C1=NC=C(C=N1)S(=O)(=O)C1=CC=C(C=C1)CNC(=O)C=1C=CC=2N(C1)C=CN2)C N-({4-[2-(dimethylamino)pyrimidine-5-sulfonyl]phenyl}methyl)imidazo[1,2-a]pyridine-6-carboxamide